6-Chloro-N-(2-fluoro-3-methyl-4-((2-methyl-2H-indazol-6-yl)oxy)phenyl)pyrido[3,2-d]pyrimidin-4-amine ClC=1C=CC=2N=CN=C(C2N1)NC1=C(C(=C(C=C1)OC=1C=CC2=CN(N=C2C1)C)C)F